C12(CC2C1)C(=O)NC1=NC2=CC(=CC(=C2C(=C1)C)N1CCN(CC1)C(=O)N(C)C)S(NC1(CC1)C)(=O)=O 4-(2-(bicyclo[1.1.0]butane-1-carboxamido)-4-methyl-7-(N-(1-methylcyclopropyl)sulfamoyl)quinolin-5-yl)-N,N-dimethylpiperazine-1-carboxamide